3-methyl-2,3-dihydro-1H-pyrido[2,1-f][1,2,4]triazine-4,6-dione CN1CNN2C(C1=O)=CC(C=C2)=O